(1S,3'R,4'S,5'S,6'R)-6'-Methyl-6-(4-methylbenzyl)-3',4',5',6'-tetrahydro-3H-spiro-[isobenzofuran-1,2'-pyran]-3',4',5'-triol C[C@@H]1[C@H]([C@@H]([C@H]([C@]2(O1)OCC1=CC=C(C=C12)CC1=CC=C(C=C1)C)O)O)O